N-(2-fluoro-4-((2-(4-isopropylpiperidin-1-yl)pyrimidin-5-yl)amino)benzyl)-5-oxopyrrolidine-3-carboxamide FC1=C(CNC(=O)C2CNC(C2)=O)C=CC(=C1)NC=1C=NC(=NC1)N1CCC(CC1)C(C)C